2,6-diaminopyrane NC1OC(=CC=C1)N